(2-(3-Amino-5-(4,4,5,5-tetramethyl-1,3,2-dioxaborolan-2-yl)phenyl)pyridin-3-yl)methanol NC=1C=C(C=C(C1)B1OC(C(O1)(C)C)(C)C)C1=NC=CC=C1CO